COC=1C=C(C)C=C(C1)OC 3,5-di-methoxytoluene